ethyl (2,2,3,3,3-pentafluoro-n-propyl) sulfide FC(CSCC)(C(F)(F)F)F